methyl 5-[(3r,5s)-4-(tert-butoxycarbonyl)-3,5-dimethylpiperazin-1-yl]-3-methoxycinnoline-8-carboxylate C(C)(C)(C)OC(=O)N1[C@@H](CN(C[C@@H]1C)C1=C2C=C(N=NC2=C(C=C1)C(=O)OC)OC)C